4-(((3,5-dicyano-6-(dimethylamino)-4-ethylpyridin-2-yl)thio)methyl)benzylcarbamic acid tert-butyl ester C(C)(C)(C)OC(NCC1=CC=C(C=C1)CSC1=NC(=C(C(=C1C#N)CC)C#N)N(C)C)=O